1-(3-(aminomethyl)phenyl)-N-(5-(3-cyclopropyl-1-hydroxy-1-(pyridin-3-yl)propyl)-2-fluorophenyl)-3-(trifluoromethyl)-1H-pyrazole-5-carboxamide NCC=1C=C(C=CC1)N1N=C(C=C1C(=O)NC1=C(C=CC(=C1)C(CCC1CC1)(C=1C=NC=CC1)O)F)C(F)(F)F